N-[(3,5-difluoropyridin-2-yl)methyl]-2-[3-(methoxymethyl)[1,4'-bipiperidin]-1'-yl]-1,3-thiazole-5-carboxamide FC=1C(=NC=C(C1)F)CNC(=O)C1=CN=C(S1)N1CCC(CC1)N1CC(CCC1)COC